5-(1-methyl-6-oxo-4-(trifluoromethyl)-1,6-dihydropyridin-3-yl)-3,4-dihydroisoquinolin-1(2H)-one CN1C=C(C(=CC1=O)C(F)(F)F)C1=C2CCNC(C2=CC=C1)=O